The molecule is a dicarboxylic acid dianion resulting from the removal of a proton from both of the carboxy groups of heme d trans-diol. It is a conjugate base of a heme d trans-diol. CC1=C(C2=CC3=NC(=CC4=C(C(=C([N-]4)C=C5C(=C(C(=N5)C=C1[N-]2)C)C=C)C)C=C)[C@@]([C@]3(CCC(=O)[O-])O)(C)O)CCC(=O)[O-].[Fe]